C(C)OC(=O)N1C2CC(C(C1)CC2)N2C[C@H]1C([C@H]1C2)C(N(OC)CC)=O 5-{(1r,5s,6r)-6-[ethyl-(methoxy)carbamoyl]-3-azabicyclo[3.1.0]hex-3-yl}-2-azabicyclo[2.2.2]octane-2-carboxylic acid ethyl ester